(S)-4-((6-(3-aminopyrrolidine-1-carbonyl)pyridin-3-yl)amino)-1-(2,6-dichlorophenyl)-1H-pyrazole-3-carboxamide N[C@@H]1CN(CC1)C(=O)C1=CC=C(C=N1)NC=1C(=NN(C1)C1=C(C=CC=C1Cl)Cl)C(=O)N